ethyl (3S)-3-amino-3-(5-bromo-2-fluoro-3-methylphenyl)propanoate hydrochloride Cl.N[C@@H](CC(=O)OCC)C1=C(C(=CC(=C1)Br)C)F